5-(3,3-dimethyl-2-oxo-1-(pyrazin-2-yl)indolin-4-yl)-N-(4-fluorophenyl)-2-(trifluoromethyl)benzamide CC1(C(N(C2=CC=CC(=C12)C=1C=CC(=C(C(=O)NC2=CC=C(C=C2)F)C1)C(F)(F)F)C1=NC=CN=C1)=O)C